3,3,3-trifluoro-2-oxopropionic acid methyl ester COC(C(C(F)(F)F)=O)=O